6-(6-chloro-4-((2s,3S)-3-cyclopropyl-4-(2-fluoroacryloyl)morpholin-2-yl)pyridin-2-yl)-N-methylpyrimidine-4-carboxamide ClC1=CC(=CC(=N1)C1=CC(=NC=N1)C(=O)NC)[C@H]1[C@@H](N(CCO1)C(C(=C)F)=O)C1CC1